O1C2=C(OCC1)C=C(C=C2)[C@@H]2N(CCC2)CC2=CC=C(C=C2)C2=NC=CC=N2 (R)-2-(4-((2-(2,3-dihydrobenzo[b][1,4]dioxin-6-yl)pyrrolidin-1-yl)methyl)phenyl)pyrimidine